[Si](C1=CC=CC=C1)(C1=CC=CC=C1)(C(C)(C)C)O[C@@H]1C[C@@H](N(CC1)C(=O)OCC1=CC=CC=C1)C1=CC=C(C=C1)C(=O)OC |r| (±)-(cis)-benzyl 4-((tert-butyldiphenylsilyl)oxy)-2-(4-(methoxycarbonyl)phenyl)piperidine-1-carboxylate